FC([C@@H](C1=CC=C(C=C1)F)N1N=CC(=C1)C1=NC(=NC=C1F)C1=C(C=2N(C=C1)N=C(N2)N)C)(C)F (R)-7-(4-(1-(2,2-difluoro-1-(4-fluorophenyl)propyl)-1H-pyrazol-4-yl)-5-fluoro-pyrimidin-2-yl)-8-methyl-[1,2,4]triazolo[1,5-a]pyridin-2-amine